1-(4-(((tert-butyldimethylsilyl)oxy)methyl)phenyl)-4-methyl-1H-1,2,3-triazole [Si](C)(C)(C(C)(C)C)OCC1=CC=C(C=C1)N1N=NC(=C1)C